(S)-4-(5-(5-fluoro-2-methoxypyridin-4-yl)-1H-pyrazole-3-carbonyl)-N-((1S,4S)-4-((S)-2-methoxypropoxy)-4-(trifluoromethyl)cyclohexyl)-4-azaspiro[2.5]Octane-7-carboxamide FC=1C(=CC(=NC1)OC)C1=CC(=NN1)C(=O)N1C2(CC2)C[C@H](CC1)C(=O)NC1CCC(CC1)(C(F)(F)F)OC[C@H](C)OC